C(C)(C)(C)C1=NC(=NO1)C(=O)NCC1=C(C=C(C(=C1)C)C1=CC(=NC=C1)NC(=O)C1CC1)F 5-(tert-butyl)-N-(4-(2-(cyclopropanecarboxamido)pyridin-4-yl)-2-fluoro-5-methylbenzyl)-1,2,4-oxadiazole-3-carboxamide